C(CC(O)(C(=O)O)CC(=O)O)(=O)O.FC1=CC=C(CC[C@]2(CN(CC2)C(C)(C)C=2C=NC(=CC2)C)CNS(=O)(=O)C2=CC=C(C=C2)C)C=C1 |o1:20| (S or R)-N-((3-(4-fluorophenethyl)-1-(2-(6-methylpyridin-3-yl)propan-2-yl)pyrrolidin-3-yl)methyl)-4-methylbenzenesulfonamide citrate